ClC=1C(=CC=C2C=C(C=C(C12)N1CC=2N=C(N=C(C2CC1)OC)OC[C@]12CCCN2C[C@@H](C1)F)O[Si](C(C)C)(C(C)C)C(C)C)F 7-(8-chloro-7-fluoro-3-((triisopropylsilyl)oxy)naphthalen-1-yl)-2-(((2R,7aS)-2-fluorohexahydro-1H-pyrrolizin-7a-yl)methoxy)-4-methoxy-5,6,7,8-tetrahydropyrido[3,4-d]pyrimidine